BrC1=CC=NC=C1 4-bromo-pyridine